(1S,3R)-2-(2-fluoro-2-methylpropyl)-1-(3-fluoro-4-(2-(3-(fluoromethyl)azetidin-1-yl)ethoxy)phenyl)-3-methyl-2,3,4,9-tetrahydro-1H-pyrido[3,4-b]indole FC(CN1[C@H](C=2NC3=CC=CC=C3C2C[C@H]1C)C1=CC(=C(C=C1)OCCN1CC(C1)CF)F)(C)C